COC1=CC=C(C=N1)C=1C=C2C(=NC=NC2=CC1)NC(C)C1=CC=CC=C1 6-(6-methoxy-pyridin-3-yl)-N-(1-phenylethyl)quinazolin-4-amine